4-amino-7-(2-C,2-O-dimethyl-β-D-ribofuranosyl)-7H-pyrrolo[2,3-d]pyrimidine NC=1C2=C(N=CN1)N(C=C2)[C@H]2[C@](OC)([C@H](O)[C@H](O2)CO)C